4-Tert-butoxy-6-cyclopropyl-2-(ethanesulfonyl)-7-[6-fluoro-5-methyl-2-(triphenylmethyl)-2H-indazol-4-yl]quinazolin-8-ol C(C)(C)(C)OC1=NC(=NC2=C(C(=C(C=C12)C1CC1)C=1C2=CN(N=C2C=C(C1C)F)C(C1=CC=CC=C1)(C1=CC=CC=C1)C1=CC=CC=C1)O)S(=O)(=O)CC